(difluoromethyl)1h-pyrazole FC(F)N1N=CC=C1